COC(=O)N1[C@H]([C@H](C[C@H]1C)NS(=O)(=O)C)CO[C@@H]1CC2CC2(CC1)C1=NC=C(C=N1)Cl.FC(C1=C(C(=C(C(=C1F)F)F)F)F)(F)NC1=CC=CC=C1 (perfluorobenzyl)aniline methyl-(2R,3S,5R)-2-((((3S)-6-(5-chloropyrimidin-2-yl)bicyclo[4.1.0]heptan-3-yl)oxy)methyl)-5-methyl-3-(methylsulfonamido)pyrrolidine-1-carboxylate